1-imino-2,3-dihydro-1λ6,2-benzothiazole-1,3-dione N=S1(NC(C2=C1C=CC=C2)=O)=O